BrC1=CNC=C1Br 3,4-dibromopyrrole